5-[5-[chloro(difluoro)methyl]-1,2,4-oxadiazol-3-yl]-N-[1-(3-fluoropyridin-2-yl)cyclobutyl]pyrimidin-2-amine ClC(C1=NC(=NO1)C=1C=NC(=NC1)NC1(CCC1)C1=NC=CC=C1F)(F)F